C=12C(=CC=C3C4=CC=CC=C4NC13)N2 epiminocarbazol